(S)-(-)-2-methyl-2-propane-sulfinamide CC(C)(C)[S@](=O)N